N-(3''-fluoro-5''-methoxy-2,2'-dimethyl-4''-((oxetan-3-ylamino)methyl)-[1,1':3',1''-terphenyl]-3-yl)-1-methyl-6-oxo-1,6-dihydropyrimidine-5-carboxamide FC=1C=C(C=C(C1CNC1COC1)OC)C=1C(=C(C=CC1)C1=C(C(=CC=C1)NC(=O)C1=CN=CN(C1=O)C)C)C